The molecule is an organic phosphonate that is the trisacetoxymethylester derivative of naphthalene substituted hydroxymethylphosphonic acid. It has been found to inhibit insulin receptor tyrosine kinase activity and insulin stimulated glucose oxidation. It has a role as a tyrosine kinase inhibitor. It is an organic phosphonate, a member of naphthalenes and an acetate ester. It derives from a hydroxymethylphosphonic acid. CC(=O)OCOC(C1=CC2=CC=CC=C2C=C1)P(=O)(OCOC(=O)C)OCOC(=O)C